N-hydroxyl-1-((4'-(2-(dimethylamino)ethyl)-[1,1'-biphenyl]-4-yl)sulfonyl)-1,2,3,6-tetrahydropyridine-4-formamide ONC(=O)C=1CCN(CC1)S(=O)(=O)C1=CC=C(C=C1)C1=CC=C(C=C1)CCN(C)C